methyl (S)-4-(3,5-difluoro-2-(prop-1-en-2-yl) phenyl)-2-methyl-5-oxo-1,4,5,7-tetrahydrofurano[3,4-b]pyridine-3-carboxylate FC=1C(=C(C=C(C1)F)[C@@H]1C2=C(NC(=C1C(=O)OC)C)COC2=O)C(=C)C